(2,6-Dioxopiperidin-3-yl)-6-((E)-3-(5-(8-((R)-8-ethyl-4-methyl-2-oxo-2,3,4,5-tetrahydro-1H-benzo[b][1,4]diazepin-6-yl)isoquinolin-3-yl)picolinamido)prop-1-en-1-yl)picolinamide O=C1NC(CCC1C=1C(=NC(=CC1)\C=C\CNC(C1=NC=C(C=C1)C=1N=CC2=C(C=CC=C2C1)C1=CC(=CC=2NC(C[C@H](NC21)C)=O)CC)=O)C(=O)N)=O